[Br-].CN(C=1C=C(C=2C(C3=CC=C(C=C3N(C2C1)C)N(C)C)C1=C(C=C(C=C1C)C)C)C1=C(C=C(C=C1C)C)C)C 3,6-bis(dimethylamino)-9-mesityl-(mesityl)-10-methylacridine bromide